CS(=O)(=O)OCC=1C=C(C=C(C1)COS(=O)(=O)C)N1CCN(CC1)C(=O)OC(C)(C)C tert-butyl 4-(3,5-bis(((methylsulfonyl)oxy)methyl)phenyl)piperazine-1-carboxylate